O[C@@H]1CC[C@@]2([C@H]3CC[C@@]4([C@H](CC[C@H]4[C@@H]3CC[C@@H]2C1)[C@@H](CCC(=O)N[C@@H](C)C(=O)O)C)C)C (S)-2-((R)-4-((3R,5R,8R,9S,10S,13R,14S,17R)-3-hydroxy-10,13-dimethyl-hexadecahydro-1H-cyclopenta[a]phenanthren-17-yl)pentanamido)-3-propanoic acid